6-(3-isopropyl-5-(1-(oxetan-3-yl)piperidin-4-yl)-1H-pyrrolo[2,3-c]pyridin-2-yl)-8-methoxy-[1,2,4]triazolo[1,5-a]pyridine C(C)(C)C1=C(NC2=CN=C(C=C21)C2CCN(CC2)C2COC2)C=2C=C(C=1N(C2)N=CN1)OC